2-Chlorobenzaldehyde-O-(1-methyl-1H-imidazole-5-carbonyl) oxime CN1C=NC=C1C(=O)ON=CC1=C(C=CC=C1)Cl